C(C)C1CNC(C1F)=O 3-ethyl-4-fluoro-5-oxo-pyrrolidin